ClC1=CC=C(C=C1)C=1N=C2N(C=CC=N2)C1CN1CC2COCC(CC1)N2C=O [3-{[2-(4-chlorophenyl)imidazo[1,2-a]pyrimidin-3-yl]methyl}-8-oxa-3,10-diazabicyclo[4.3.1]dec-10-yl]methanone